trans-[(3S)-3-(3,5-difluorophenyl)isoxazolidin-2-yl]-[4-[(1-methylpyrazol-4-yl)methyl]cyclohexyl]methanone FC=1C=C(C=C(C1)F)[C@H]1N(OCC1)C(=O)[C@@H]1CC[C@H](CC1)CC=1C=NN(C1)C